O1COC2=C1C=CC(=C2)[C@@H]2N[C@@H](CC1=C2NC2=CC=C(C=C12)OCC#C)C(=O)O.CS(=O)(=O)N methanesulfonamide (1S,3S)-1-(benzo[d][1,3]dioxol-5-yl)-6-(prop-2-yn-1-yloxy)-2,3,4,9-tetrahydro-1H-pyrido[3,4-b]indole-3-carboxylate